vinyl glycolate C(CO)(=O)OC=C